3-CHLORO-4-PYRIDINEBORONIC ACID ClC=1C=NC=CC1B(O)O